N-hydroxy-2,6-dimethylbenzene-1-carbonimidoyl chloride ON=C(C1=C(C=CC=C1C)C)Cl